5-(4-((1-methoxy-2-methylpropan-2-yl)oxy)-6-nitroquinolin-2-yl)thiazole sodium [Na].COCC(C)(C)OC1=CC(=NC2=CC=C(C=C12)[N+](=O)[O-])C1=CN=CS1